Naphthalen-2-ylmethyl (S)-3-cyclopropyl-2-(2-((S)-5-oxo-1-(2,3,5-trifluorobenzyl)pyrrolidin-2-yl)acetamido)propanoate C1(CC1)C[C@@H](C(=O)OCC1=CC2=CC=CC=C2C=C1)NC(C[C@H]1N(C(CC1)=O)CC1=C(C(=CC(=C1)F)F)F)=O